NC1=NC=C(C2=C1C=NN2)NC(C(N2[C@H](CC[C@@H](C2)C)C=2C=NC(=C(C2)C)OC)=O)=O |r| N-(4-Amino-1H-pyrazolo[4,3-c]pyridin-7-yl)-2-oxo-2-[rac-(2R,5S)-2-(6-methoxy-5-methyl-3-pyridyl)-5-methyl-1-piperidyl]acetamide